CC=1C=C(C=CC1OC1=CC2=C(N(C=N2)C)C=C1)NC=1N=CC2=C(N1)C=NC(=C2)C2CC(NC2)=O 4-([{3-methyl-4-[(1-methyl-1,3-benzodiazol-5-yl)oxy]phenyl}amino]pyrido[3,4-d]pyrimidin-6-yl)pyrrolidin-2-one